C(CCCCC)C1C(CCCC1)(CCCCCC)CCCCCC trihexylcyclohexane